C(#N)C=1C(=CC(=NC1)N[C@H]1C[C@H](CCC1)N1CC2=CC=C(C=C2C1=O)NC(C=C)=O)C N-(2-((1S,3R)-3-((5-Cyano-4-methylpyridin-2-yl)amino)cyclohexyl)-3-oxoisoindolin-5-yl)acrylamide